(5-{[2-(2-fluorophenyl)-4-[(methylamino)methyl]-1H-pyrrol-1-yl]sulfonyl}pyridin-3-yl)methanol FC1=C(C=CC=C1)C=1N(C=C(C1)CNC)S(=O)(=O)C=1C=C(C=NC1)CO